C(#N)C1=CC=C2C=CN(C2=C1)CC=1N=CN(C1)CCCNC(OC(C)(C)C)=O tert-butyl (3-(4-((6-cyano-1H-indol-1-yl)methyl)-1H-imidazol-1-yl)propyl)carbamate